(3-chloro-2,4-difluorophenyl)(2-(difluoromethoxy)pyrimidin-5-yl)methanamine, hydrochloride Cl.ClC=1C(=C(C=CC1F)C(N)C=1C=NC(=NC1)OC(F)F)F